(+)-6,8-dimethyl-4-phenyl-3-toluenesulfonyl-chroman-2-one tert-Butyl-(3S)-3-(2-((dimethylamino)methyl)morpholino)pyrrolidine-1-carboxylate C(C)(C)(C)OC(=O)N1C[C@H](CC1)N1CC(OCC1)CN(C)C.CC=1C=C2C(C(C(OC2=C(C1)C)=O)S(=O)(=O)CC1=CC=CC=C1)C1=CC=CC=C1